(E)-N-(2-(dimethylamino)-4-methoxy-5-((4-(1-methyl-1H-indol-3-yl)pyrimidin-2-yl)amino)phenyl)-4-(4-methylpiperazin-1-yl)but-2-enamide CN(C1=C(C=C(C(=C1)OC)NC1=NC=CC(=N1)C1=CN(C2=CC=CC=C12)C)NC(\C=C\CN1CCN(CC1)C)=O)C